The molecule is a trivalent inorganic anion obtained by removal of three protons from triphosphoric acid. It is a conjugate base of a triphosphate(2-). It is a conjugate acid of a triphosphate(4-). OP(=O)([O-])OP(=O)([O-])OP(=O)(O)[O-]